N1C2=C(NCC1)N=CC(=C2)C(=O)O Tetrahydropyrido[2,3-b]pyrazine-7-carboxylic acid